3-(pyrrolidin-3-yl)-1-tosyl-1H-indole hydrochloride Cl.N1CC(CC1)C1=CN(C2=CC=CC=C12)S(=O)(=O)C1=CC=C(C)C=C1